NC=1C(=NC(=C(N1)F)C1=CC(=C(C=C1)OCC1CCOCC1)CN(C)C)C=1C=C2CCNC(C2=CC1F)=O 6-(3-amino-6-(3-((dimethylamino)methyl)-4-((tetrahydro-2H-pyran-4-yl)methoxy)phenyl)-5-fluoropyrazin-2-yl)-7-fluoro-3,4-dihydroisoquinolin-1(2H)-one